C(C)(=O)N1CCP(CC1)(=O)C1=CC2=C(N=C(N=C2N[C@H](C)C2=C(C(=CC=C2)C(COC)(F)F)F)C)C=N1 1-acetyl-4-[4-({(1R)-1-[3-(1,1-difluoro-2-methoxyethyl)-2-fluorophenyl]ethyl}amino)-2-methylpyrido[3,4-d]pyrimidin-6-yl]-1,4lambda5-azaphosphinan-4-one